tert-butyl ((3R,4R)-1-(6-cyano-1H-benzo[d]imidazol-2-yl)-4-fluoropiperidin-3-yl)carbamate C(#N)C=1C=CC2=C(NC(=N2)N2C[C@H]([C@@H](CC2)F)NC(OC(C)(C)C)=O)C1